(R)-6-chloro-7-(2-(((3-chloropyridin-2-yl)oxy)methyl)pyrrolidin-1-yl)-1-(6-(3-((2-methoxyethyl)amino)azetidin-1-yl)pyridin-3-yl)-4-oxo-1,4-dihydroquinoline-3-carboxylic acid ClC=1C=C2C(C(=CN(C2=CC1N1[C@H](CCC1)COC1=NC=CC=C1Cl)C=1C=NC(=CC1)N1CC(C1)NCCOC)C(=O)O)=O